({[6-(6-bromo-3-fluoropyridin-2-yl)-6-azaspiro[2.5]oct-1-yl]carbonyl}amino)-3-{[(2S)-oxetan-2-ylmethyl]amino}benzoic acid methyl ester COC(C1=C(C(=CC=C1)NC[C@H]1OCC1)NC(=O)C1CC12CCN(CC2)C2=NC(=CC=C2F)Br)=O